2-oxo-N-[rel-(3S)-4-amino-3-methyl-1,3-dihydrofuro[3,4-c]pyridin-7-yl]-2-[(2R,5S)-2-(1,3-benzothiazol-5-yl)-5-methyl-1-piperidyl]acetamide O=C(C(=O)NC=1C2=C(C(=NC1)N)[C@@H](OC2)C)N2[C@H](CC[C@@H](C2)C)C=2C=CC1=C(N=CS1)C2 |o1:12|